N1C(=CC2=CC=CC=C12)C#CC=1NC2=CC=CC=C2C1 bis(2-indolyl)acetylene